ClC=1C=C2C(=CC(=NC2=CC1)C(F)(F)F)N[C@@H]1C[C@@H](CCC1)NC(=O)C=1C=NN(C1)[C@@H]1CNCCC1 N-[(1R,3S)-3-{[6-chloro-2-(trifluoromethyl)quinolin-4-yl]amino}cyclohexyl]-1-[(3S)-piperidin-3-yl]-1H-pyrazole-4-carboxamide